(4-(trifluoromethyl)phenoxy)-1H-indazol-7-amine FC(C1=CC=C(ON2N=CC3=CC=CC(=C23)N)C=C1)(F)F